N-(2-amino-5-fluorophenyl)-4-[[[1-oxo-3-(3-pyridinyl)-2-propen-1-yl]amino]methyl]-benzamide NC1=C(C=C(C=C1)F)NC(C1=CC=C(C=C1)CNC(C=CC=1C=NC=CC1)=O)=O